CC([N-]C)CC methyl-N-methyl-ethyl-methyl-amide